1,6-bis(3,5,5-trimethylhexoxy)hexane CC(CCOCCCCCCOCCC(CC(C)(C)C)C)CC(C)(C)C